2-(2-(2-(2-((3-(6-((tert-butoxycarbonyl)(methyl)amino)imidazo[1,2-a]pyridine-3-yl)phenyl)amino)-2-oxoethoxy)ethoxy)ethoxy)acetic acid C(C)(C)(C)OC(=O)N(C=1C=CC=2N(C1)C(=CN2)C=2C=C(C=CC2)NC(COCCOCCOCC(=O)O)=O)C